5-chloro-benzo[d]thiazol-2-amine ClC=1C=CC2=C(N=C(S2)N)C1